4-ethynylbenzimidazole C(#C)C1=CC=CC=2N=CNC21